C(C)(C)(C)OC(=O)NCCCCN[C@@H]1C[C@H](CC1)NC1=NC=C(C(=N1)C1=CNC2=C(C(=CC=C12)C(=O)OC)P(=O)(C)C)C(F)(F)F methyl 3-(2-(((1S,3S)-3-((4-((t-butyloxycarbonyl)amino)butyl)amino)cyclopentyl)amino)-5-(trifluoromethyl)pyrimidin-4-yl)-7-(dimethylphosphoryl)-1H-indole-6-carboxylate